FC=1C=C(C(=O)NC23CCC(CC2)(CC3)O)C=CC1C1=NC=CC3=C1C=CO3 3-fluoro-4-(furo[3,2-c]pyridin-4-yl)-N-(4-hydroxybicyclo[2.2.2]octan-1-yl)benzamide